2,3-dimethyl-9,10-diacetyloxyanthracene CC1=CC2=C(C3=CC=CC=C3C(=C2C=C1C)OC(C)=O)OC(C)=O